1,3-dimethyl-5-(3-methylbutan-2-yl)benzene-2-ide CC1=[C-]C(=CC(=C1)C(C)C(C)C)C